3,5-dimethyl-4-[(5-nitro-2-pyridinyl)oxy]benzonitrile CC=1C=C(C#N)C=C(C1OC1=NC=C(C=C1)[N+](=O)[O-])C